3-(4-(1-(1H-imidazol-1-yl)ethyl)phenyl)-N-(tert-butyl)-5-isobutylthiophene-2-sulfonamide N1(C=NC=C1)C(C)C1=CC=C(C=C1)C1=C(SC(=C1)CC(C)C)S(=O)(=O)NC(C)(C)C